C[Si](CCOCN1C=CC2=C1N=CC=C2N)(C)C 1-((2-(trimethylsilyl)ethoxy)methyl)-1H-pyrrolo[2,3-b]pyridin-4-amine